(2S,4R)-N-[2-(4-chlorophenyl)-2-(cyclopropylmethoxy)ethyl]-1-[(2S)-2-(4-cyclopropyltriazol-1-yl)-3,3-dimethyl-butanoyl]-4-hydroxy-pyrrolidine-2-carboxamide ClC1=CC=C(C=C1)C(CNC(=O)[C@H]1N(C[C@@H](C1)O)C([C@H](C(C)(C)C)N1N=NC(=C1)C1CC1)=O)OCC1CC1